2-(2-amino-7-butyl-6-chloro-8-oxo-7,8-dihydro-9H-purin-9-yl)tetrahydrofuran-3-yl acetate C(C)(=O)OC1C(OCC1)N1C2=NC(=NC(=C2N(C1=O)CCCC)Cl)N